5-CHLORO-2-MERCAPTOBENZALDEHYDE ClC=1C=CC(=C(C=O)C1)S